C(C1=CC=CC=C1)(=O)OC1=C(C(=C(C=C1C)Br)C)OC(C1=CC=CC=C1)=O 4-bromo-3,6-dimethyl-1,2-phenylene dibenzoate